tert-butyl 2-(2-(4-(1,1-dioxido-thiomorpholino)-3-(1-(2,2,2-trifluoroethyl)-1H-indazole-3-carboxamido) benzamido)-5-fluorophenyl)acetate O=S1(CCN(CC1)C1=C(C=C(C(=O)NC2=C(C=C(C=C2)F)CC(=O)OC(C)(C)C)C=C1)NC(=O)C1=NN(C2=CC=CC=C12)CC(F)(F)F)=O